4-(4-((1R,5S)-3,8-diazabicyclo[3.2.1]octan-3-yl)-2-(((S)-1,2-dimethylpyrrolidin-2-yl)methoxy)-8-fluoropyrido[4,3-d]pyrimidin-7-yl)-5-ethynyl-6-fluoronaphthalen-2-ol [C@H]12CN(C[C@H](CC1)N2)C=2C1=C(N=C(N2)OC[C@]2(N(CCC2)C)C)C(=C(N=C1)C1=CC(=CC2=CC=C(C(=C12)C#C)F)O)F